N1CCC(CC1)OC1CC(C1)C=1C=CC=C2C(=CN=CC12)N1C(NC(CC1)=O)=O 1-[8-[3-(4-piperidinyloxy)cyclobutyl]-4-isoquinolinyl]Hexahydropyrimidine-2,4-dione